2-Bromo-6-fluoro-1-(pyridin-4-ylmethyl)-1H-benzo[d]imidazole BrC1=NC2=C(N1CC1=CC=NC=C1)C=C(C=C2)F